BrC=1C=NC(=NC1)N1CCC(CC1)N1N=C2C(CN(CC2)C(=O)OC(C)(C)C)=C1 tert-butyl 2-[1-(5-bromopyrimidin-2-yl)-4-piperidyl]-6,7-dihydro-4H-pyrazolo[4,3-c]pyridine-5-carboxylate